CN1C(=NC2=C1C=CC(=C2)C(F)(F)F)C=2C=C(C#N)C=CC2 3-(1-methyl-5-(trifluoromethyl)-1H-benzo[d]imidazole-2-yl)benzonitrile